2-(1,2,4-triazol-4-ylmethyl)morpholine N=1N=CN(C1)CC1CNCCO1